methyl (1R,4R)-4-(4-(((R)-1-(4-(2-(((tert-butoxycarbonyl)(methyl)amino)methyl)phenyl)thien-2-yl)ethyl)amino)-7-methoxy-2-methylquinazolin-6-yl)cyclohexane-1-carboxylate C(C)(C)(C)OC(=O)N(C)CC1=C(C=CC=C1)C=1C=C(SC1)[C@@H](C)NC1=NC(=NC2=CC(=C(C=C12)C1CCC(CC1)C(=O)OC)OC)C